(E)-3-(3-([1,1'-biphenyl]-3-yl)acryloyl)-4-benzyl-oxazolidin-2-one C1(=CC(=CC=C1)/C=C/C(=O)N1C(OCC1CC1=CC=CC=C1)=O)C1=CC=CC=C1